3α,12α-divinyloxyethyloxy-5β-cholanic acid tetramethylammonium salt C[N+](C)(C)C.C(=C)O[C@H]1C[C@H]2CC[C@H]3[C@@H]4CC[C@H]([C@@H](CC(C(=O)[O-])OCC)C)[C@]4([C@H](C[C@@H]3[C@]2(CC1)C)OC=C)C